CC=1C=C(C=C(C1)C(=O)O)C(=O)O 5-methylbenzene-1,3-dicarboxylic acid